NC1=C2C(=NC=N1)N(N=C2C2=CC=C(C=C2)OC2=CC=CC=C2)C2CCN(CC2)CC=2C(=C1C(N(C(C1=CC2)=O)C2C(NC(CC2)=O)=O)=O)Br 5-((4-(4-amino-3-(4-phenoxyphenyl)-1H-pyrazolo[3,4-d]pyrimidin-1-yl)piperidin-1-yl)methyl)-4-bromo-2-(2,6-dioxopiperidin-3-yl)isoindoline-1,3-dione